beta-ethyl diketone CCC(C(=O)CC)=O